C1(=CC=CC2=CC=CC=C12)S(=O)(=O)C1=CC=C(C=C1)CN1C=C2C(C=C1)=CCO2 N-{[4-(naphthalene-1-sulfonyl)phenyl]methyl}furo[2,3-c]pyridine